tert-butyl 4-(2-hydroxyethyl)-1-oxa-9-azaspiro[5.5]undecane-9-carboxylate OCCC1CCOC2(C1)CCN(CC2)C(=O)OC(C)(C)C